(S)-tert-butyl (5-cyanoisochroman-1-yl)methyl(methyl)carbamate C(#N)C1=C2CCO[C@@H](C2=CC=C1)CN(C(OC(C)(C)C)=O)C